NC1=NC=CC(=N1)C=1C2=C(C(=NC1)NCC=1C=C(C(=O)NC3=NC=C(C=C3)CNC)C=CC1)CCO2 3-(((7-(2-Aminopyrimidin-4-yl)-2,3-dihydrofuro[3,2-c]pyridin-4-yl)amino)methyl)-N-(5-((methylamino)methyl)pyridin-2-yl)benzamide